CC(C)N1C2=C(C(C(C1=O)C(=O)NCCCC1CNCCC1)=O)C=CS2=O [7-(methyl-ethyl)1,4,6-trioxo(5,7-dihydrothiopheno[2,3-b]pyridine-5-yl)]-N-(3-piperidylpropyl)carboxamide